(1R)-1-[6-(trifluoromethyl)pyridazin-3-yl]ethylamine hydrochloride Cl.FC(C1=CC=C(N=N1)[C@@H](C)N)(F)F